C1(=C(C(=C(C=2C3=C(C(=C(C(=C3N(C12)C1=NC(=NC(=N1)Cl)C1=C(C(=C(C(=C1N1C2=C(C(=C(C(=C2C=2C(=C(C(=C(C12)[2H])[2H])[2H])[2H])[2H])[2H])[2H])[2H])[2H])[2H])[2H])N1C2=C(C(=C(C(=C2C=2C(=C(C(=C(C12)[2H])[2H])[2H])[2H])[2H])[2H])[2H])[2H])[2H])[2H])[2H])[2H])[2H])[2H])[2H])[2H] 9,9'-(2-(4-(9H-carbazol-9-yl-d8)-6-chloro-1,3,5-triazin-2-yl)-1,3-phenylene-4,5,6-d3)bis(9H-carbazol-1,2,3,4,5,6,7,8-d8)